FC1=C(C=CC(=C1)F)S(=O)(=O)NC=1C=C(C=NC1OC)C=1C=C2C(=NC=NC2=CC1)C1CCN(CC1)C(=O)OC(C)(C)C tert-butyl 4-(6-(5-((2,4-difluorophenyl)sulfonamido)-6-methoxypyridin-3-yl)quinazolin-4-yl)piperidine-1-carboxylate